CN1C(CC(CC1(C)C)C1(OC2(OCC1)CCCCC2)C2CC(N(C(C2)(C)C)C)(C)C)(C)C Bis(1,2,2,6,6-pentamethyl-4-piperidinyl)-1,5-dioxaspiro{5.5}undecan